CN1[C@@H](CCC1=O)C(=O)O (2S)-1-methyl-5-oxopyrrolidine-2-carboxylic acid